3-{4-[(cyclopropylmethyl)[(1r,4r)-4-aminocyclohexyl]amino]-1-oxo-3H-isoindol-2-yl}piperidine-2,6-dione C1(CC1)CN(C1=C2CN(C(C2=CC=C1)=O)C1C(NC(CC1)=O)=O)C1CCC(CC1)N